(3,5-dimethyl-1H-pyrazol-4-yl)boronic acid CC1=NNC(=C1B(O)O)C